COC(=O)C=1C(=NNC1OC1=CC(=CC=C1)Cl)C(C)(C)C.CN1N=CC(=C1)NC(C)=O N-(1-methyl-1H-pyrazol-4-yl)acetamid methyl-3-(tert-butyl)-5-(3-chlorophenoxy)-1H-pyrazole-4-carboxylate